O=C1N(CCC(N1)=O)C1=C(C=C(C=C1)C1CC2(CN(C2)C(C)C2=CC(=C(C=C2)C=2C(=NC(=NC2)C2=NOC(=C2)C(=O)O)C)F)C1)F 3-(5-(4-(1-(6-(4-(2,4-dioxotetrahydropyrimidin-1(2H)-yl)-3-fluorophenyl)-2-azaspiro[3.3]heptan-2-yl)ethyl)-2-fluorophenyl)-4-methylpyrimidin-2-yl)isoxazole-5-carboxylic acid